COC(C(C)C1=C(C=C(C=C1C(=C)C)F)C(=C)C)=O 2-(4-fluoro-2,6-di(prop-1-en-2-yl)phenyl)propionic acid methyl ester